BrC=1C=C2[C@]3(CN(C(C2=CC1)=O)CC(=O)OC)[C@H]([C@H]3C)F methyl 2-((1r,2s,3s)-6'-bromo-2-fluoro-3-methyl-1'-oxo-1'H-spiro[cyclopropane-1,4'-isoquinolin]-2'(3'H)-yl)acetate